2,6-dimethyl-5-heptenyl 2-oxo-2-phenylacetate O=C(C(=O)OCC(CCC=C(C)C)C)C1=CC=CC=C1